5-(3-(9-phenyl-9H-carbazol-3-yl)phenyl)-5H-benzo[4,5]thieno[3,2-c]carbazole C1(=CC=CC=C1)N1C2=CC=CC=C2C=2C=C(C=CC12)C=1C=C(C=CC1)N1C2=CC=CC=C2C=2C3=C(C=CC12)C1=C(S3)C=CC=C1